(1R,2S)-2-(3-{[3-ethoxy-5-(methylsulfonyl)pyridin-2-yl]amino}-1H-indazol-6-yl)-5'-methoxyspiro[cyclopropane-1,3'-indol]-2'(1'H)-one C(C)OC=1C(=NC=C(C1)S(=O)(=O)C)NC1=NNC2=CC(=CC=C12)[C@@H]1C[C@@]12C(NC1=CC=C(C=C21)OC)=O